3,6,9,12,15,18,21,24,27,30-decaoxatriacontan CCOCCOCCOCCOCCOCCOCCOCCOCCOCCO